2-cyclopropyl-5-[1-(2-fluoro-6-methyl-phenyl)-piperidin-4-yl]-7-(3-trifluoromethyl-pyridin-2-ylmethyl)-2,4,5,7-tetrahydro-pyrazolo[3,4-d]pyrimidin-6-one C1(CC1)N1N=C2N(C(N(CC2=C1)C1CCN(CC1)C1=C(C=CC=C1C)F)=O)CC1=NC=CC=C1C(F)(F)F